4-((2R,3S,4S,5R)-3-(3,4-Difluoro-2-methoxyphenyl)-4,5-dimethyl-5-(trifluoromethyl)tetrahydrofuran-2-carboxamido)-N-(pyrrolidin-1-yl)picolinamide FC=1C(=C(C=CC1F)[C@H]1[C@@H](O[C@]([C@H]1C)(C(F)(F)F)C)C(=O)NC1=CC(=NC=C1)C(=O)NN1CCCC1)OC